N1=CC=C(C=C1)C1C(CC1)C=1C(N(C2=CN=CC=C2C1)C(F)(F)F)C1=CC=NC=C1 2-(pyridin-4-yl)-N-(trifluoromethyl)cyclobutyl-2-(pyridin-4-yl)-1,7-naphthyridine